methyl 8-[(1-tert-butoxycarbonylpyrrolidin-3-yl)amino]quinoxaline-5-carboxylate C(C)(C)(C)OC(=O)N1CC(CC1)NC1=CC=C(C=2N=CC=NC12)C(=O)OC